The molecule is an arenesulfonate that is the conjugate base of 4-formylbenzenesulfonic acid, obtained by deprotonation of the sulfonic acid group. It is a conjugate base of a 4-formylbenzenesulfonic acid. C1=CC(=CC=C1C=O)S(=O)(=O)[O-]